methyl (1r,4r)-4-(3-chloroanilino)-2'-(3-hydroxy-2,2-dimethylpropyl)-2',3'-dihydrospiro[cyclohexane-1,1'-indene]-4-carboxylate ClC=1C=C(NC2(CCC3(C(CC4=CC=CC=C34)CC(CO)(C)C)CC2)C(=O)OC)C=CC1